CC(C#N)(C)C=1OC(=NN1)C1=CC2=C(C(CC(C(N2CC=2C=NC(=CC2)N2N=CC(=C2)C(F)(F)F)=O)N)(F)F)C=C1F 2-methyl-2-[5-[3-amino-5,5,7-trifluoro-2-oxo-1-[[6-[4-(trifluoromethyl)pyrazol-1-yl]-3-pyridyl]methyl]-3,4-dihydro-1-benzazepin-8-yl]-1,3,4-oxadiazol-2-yl]propanenitrile